C(CCC)[C@@H]1N(S(C2=C(N(C1)C1=CC=CC=C1)C=C(C(=C2)O\C=C(\C(=O)OCC)/F)SC)(=O)=O)C Ethyl (S)-(Z)-3-((3-butyl-2-methyl-7-(methylthio)-1,1-dioxido-5-phenyl-2,3,4,5-tetrahydro-1,2,5-benzothiadiazepin-8-yl) oxy)-2-fluoroacrylate